(S)-3-(1-OXO-4-((4-((4-(TRIFLUOROMETHYL)PIPERIDIN-1-YL)METHYL)BENZYL)OXY)ISOINDOLIN-2-YL)PIPERIDINE-2,6-DIONE O=C1N(CC2=C(C=CC=C12)OCC1=CC=C(C=C1)CN1CCC(CC1)C(F)(F)F)[C@@H]1C(NC(CC1)=O)=O